ClC=1C=NC=C(C1N1N=NC(=C1)C=1N=C(C2=C(N1)CCCS2(=O)=O)NC2(CCC2)CO)Cl 2-(1-(3,5-dichloropyridin-4-yl)-1H-1,2,3-triazol-4-yl)-4-((1-(hydroxymethyl)cyclobutyl)amino)-7,8-dihydro-6H-thiopyrano[3,2-d]pyrimidine 5,5-dioxide